N-((S)-(4,4-Difluorocyclohexyl)(7-(((3S,5S)-2-oxo-5-(trifluoromethyl)pyrrolidin-3-yl)methyl)imidazo[1,2-b]pyridazin-2-yl)methyl)-1-isopropyl-1H-pyrazole-5-carboxamide FC1(CCC(CC1)[C@H](NC(=O)C1=CC=NN1C(C)C)C=1N=C2N(N=CC(=C2)C[C@@H]2C(N[C@@H](C2)C(F)(F)F)=O)C1)F